8-((3,6-Difluoropyridin-2-yl)oxy)-2,3-dimethoxy-1,5-naphthyridine FC=1C(=NC(=CC1)F)OC=1C=CN=C2C=C(C(=NC12)OC)OC